4-ethoxy-2-(trimethylstannyl)pyridine C(C)OC1=CC(=NC=C1)[Sn](C)(C)C